(E)-4-(1H-imidazol-1-yl)but-2-enoic acid N1(C=NC=C1)C/C=C/C(=O)O